tert-Butyl N-[1-[4-(3,4-dichloro-2-fluoro-anilino)pyrido[3,2-d]pyrimidin-6-yl]azetidin-3-yl]-N-methyl-carbamate ClC=1C(=C(NC=2C3=C(N=CN2)C=CC(=N3)N3CC(C3)N(C(OC(C)(C)C)=O)C)C=CC1Cl)F